ClC=1C=CC=2N(C1)N(CC2)[C@H]2COC1=CC(=CC=C1C2)N2CCNCC2 (R)-6-chloro-N-(7-(piperazin-1-yl)chroman-3-yl)pyrazolo[1,5-a]pyridine